7-hydroxy-8-[(E)-(4-sulfo-1-naphthyl)-diazenyl]-1,3-naphthalenedisulfonic acid OC1=CC=C2C=C(C=C(C2=C1\N=N\C1=CC=C(C2=CC=CC=C12)S(=O)(=O)O)S(=O)(=O)O)S(=O)(=O)O